1-(5-bromo-6,7-difluoro-indol-1-yl)-2-methyl-propan-2-ol BrC=1C=C2C=CN(C2=C(C1F)F)CC(C)(O)C